1-Amino-3-sulfanylpropan-2-ol NCC(CS)O